tert-butyl 3-(5-(4-butylbenzyl)-1,2,4-oxadiazol-3-yl)-2-(diethoxyphosphoryl)propanoate C(CCC)C1=CC=C(CC2=NC(=NO2)CC(C(=O)OC(C)(C)C)P(=O)(OCC)OCC)C=C1